3-(5-methylthiazol-2-yl)-5-(2-oxopyrrolidin-1-yl)benzoic acid CC1=CN=C(S1)C=1C=C(C(=O)O)C=C(C1)N1C(CCC1)=O